tert-butyl N-[(2S)-1-hydroxy-3-phenylpropan-2-yl]carbamate CC(C)(C)OC(=O)NC(CC1=CC=CC=C1)CO